FC=1C(=NC(=NC1)NC1CCN(CC1)C(=O)OC(Cl)(Cl)Cl)C1=CC(=CC=C1)N1C(C=CC=C1)=O trichloromethyl 4-((5-fluoro-4-(3-(2-oxopyridin-1(2H)-yl)phenyl)pyrimidin-2-yl)amino)piperidine-1-carboxylate